(R)-N-(2-(4-(4-(1H-Pyrazol-1-yl)butoxy)phenyl)-2-hydroxyethyl)-N-methylacetamide N1(N=CC=C1)CCCCOC1=CC=C(C=C1)[C@H](CN(C(C)=O)C)O